BrC=1C=C(C=NC(C(=O)O)C(C)C)C=CC1 2-(3-bromobenzylideneamino)-3-methylbutanoic acid